5-[(5-chloro-2-methylsulfonyl-pyrimidin-4-yl)amino]-3-(3-hydroxy-3-methyl-butyl)-1-methyl-benzimidazol-2-one ClC=1C(=NC(=NC1)S(=O)(=O)C)NC1=CC2=C(N(C(N2CCC(C)(C)O)=O)C)C=C1